C(C)[C@@H]1N(C[C@H](N(C1)C(C)C=1C=CC=2N(C1)N=CC2C)CC)C=2C=1C(N(C(C2)=O)C)=CN(N1)CC#N 2-(7-((2S,5R)-2,5-diethyl-4-(1-(3-methylpyrazolo[1,5-a]pyridin-6-yl)ethyl)piperazin-1-yl)-4-methyl-5-oxo-4,5-dihydro-2H-pyrazolo[4,3-b]pyridin-2-yl)acetonitrile